BrC=1C=CC2=C(NC(C(O2)CC)=O)C1F 6-bromo-2-ethyl-5-fluoro-4H-1,4-benzoxazin-3-one